1-(2-chloro-4-nitrophenyl)-3-{[3-(pyridin-3-yl)-1,2,4-oxadiazol-5-yl]-methyl}urea ClC1=C(C=CC(=C1)[N+](=O)[O-])NC(=O)NCC1=NC(=NO1)C=1C=NC=CC1